C(C)(=O)N1C[C@@H](CC1)NC([C@H](CCCN1C(=NC=C1)N)N)=O (S)-N-((R)-1-acetylpyrrolidin-3-yl)-2-amino-5-(2-amino-1H-imidazol-1-yl)pentanamide